4-(4-(benzyloxy)-5-fluoro-2-methoxyphenyl)-7-((2-methoxyethoxy)methoxy)-1,2-dihydronaphthalene C(C1=CC=CC=C1)OC1=CC(=C(C=C1F)C1=CCCC2=CC(=CC=C12)OCOCCOC)OC